tert-butyl 2-((4R,6R)-6-(2-aminoethyl)-2,2-dimethyl-1,3-dioxan-4-yl)acetate NCC[C@@H]1C[C@@H](OC(O1)(C)C)CC(=O)OC(C)(C)C